CC=1C=C2C(C=3C=CC=CC3C(C2=CC1)=O)=O 6-Methylanthraquinone